C(C)(C)(C)OC(=O)N(C(OC(C)(C)C)=O)C1=NC(=CC(=N1)OC)OC tert-butyl N-(tert-butoxycarbonyl)-N-(4,6-dimethoxypyrimidin-2-yl)carbamate